(piperidin-4-yl)propanoic acid hydrochloride Cl.N1CCC(CC1)C(C(=O)O)C